5-methyl-3-aminomethyl-1H-1,2,4-triazole CC1=NC(=NN1)CN